BrC1=CC=C2C=CC=NC2=C1 7-bromoquinolin